3-methyl-4-penten-2-ol CC(C(C)O)C=C